BrC1=CC=C(C=C1)N1N=C(C=C1C)C(F)F 1-(4-bromophenyl)-3-(difluoromethyl)-5-methyl-pyrazole